methyl (Z)-2-[5-(3-isobutylpyrazol-1-yl)-2-methyl-phenoxy]-3-methoxy-prop-2-enoate C(C(C)C)C1=NN(C=C1)C=1C=CC(=C(O\C(\C(=O)OC)=C/OC)C1)C